bis-amino-1,1-diphenylethylene NC(=C(C1=CC=CC=C1)C1=CC=CC=C1)N